tert-butyl 4-(4-(3-amino-6-(2-(methoxymethoxy)phenyl)pyridazin-4-yl)-3-methyl-1H-pyrazol-1-yl)piperidine-1-carboxylate NC=1N=NC(=CC1C=1C(=NN(C1)C1CCN(CC1)C(=O)OC(C)(C)C)C)C1=C(C=CC=C1)OCOC